3-((1r,4R)-4-{4-[(2,4-Dioxathiazolidine-5-ylidene)methyl]phenoxy}cyclohexyl)urea S1ONOC1=CC1=CC=C(OC2CCC(CC2)NC(N)=O)C=C1